4-ETHENYL-1H-PYRROLE-2-CARBOXALDEHYDE C(=C)C=1C=C(NC1)C=O